3-((1R,3R)-1-(2,6-difluoro-3-(2-((3-fluoropropyl)amino)ethoxy)phenyl)-7-fluoro-3-methyl-1,3,4,9-tetrahydro-2H-pyrido[3,4-b]indol-2-yl)-2,2-difluoropropan-1-ol FC1=C(C(=CC=C1OCCNCCCF)F)[C@H]1N([C@@H](CC2=C1NC1=CC(=CC=C21)F)C)CC(CO)(F)F